4-(((2,6-dimethoxy-4-(2-methyl-1-oxo-1,2-dihydro-2,7-naphthyridin-4-yl)benzyl)(methyl)amino)methyl)-2-(2,6-dioxopiperidin-3-yl)isoindoline-1,3-dione COC1=C(CN(C)CC2=C3C(N(C(C3=CC=C2)=O)C2C(NC(CC2)=O)=O)=O)C(=CC(=C1)C1=CN(C(C2=CN=CC=C12)=O)C)OC